aminocaffeine NCN1C(=O)N(C)C=2N=CN(C)C2C1=O